4-(7-(3-methoxyphenyl)imidazo[5,1-b]thiazol-5-yl)benzonitrile COC=1C=C(C=CC1)C=1N=C(N2C1SC=C2)C2=CC=C(C#N)C=C2